2,6-dibromo-3,5-dichloropyridine BrC1=NC(=C(C=C1Cl)Cl)Br